C(C1=CC=CC=C1)OC=1C=C2CCCC(C2=CC1)(O)C1=C(C=C(C(=C1)F)N1CCC(CC1)C(OC)OC)OC 6-(benzyloxy)-1-(4-(4-(dimethoxymethyl)piperidin-1-yl)-5-fluoro-2-methoxyphenyl)-1,2,3,4-tetrahydronaphthalen-1-ol